OC(CN1N=CC(=C1)C1=NC2=CC=C(C=C2C(=N1)N1[C@H](COCC1)C=1SC=CC1)C=1C=C(C(N(C1)C)=O)C)(C)C (R)-5-(2-(1-(2-hydroxy-2-methylpropyl)-1H-pyrazol-4-yl)-4-(3-(thiophen-2-yl)morpholino)quinazolin-6-yl)-1,3-dimethylpyridin-2(1H)-one